(6-methylpyrid-2-yl)imidazole CC1=CC=CC(=N1)C=1NC=CN1